2-[[(dodecyl-mercapto)thiomethyl]thio]-2-methylbenzoic acid methyl ester COC(C1C(C=CC=C1)(C)SCSSCCCCCCCCCCCC)=O